Yttrium fluorine 4-(2-morpholino-7-phenyl-6,7-dihydro-5H-pyrrolo[2,3-d]pyrimidin-4-yl)piperidine-1-carboxylic acid tert-butyl ester C(C)(C)(C)OC(=O)N1CCC(CC1)C=1C2=C(N=C(N1)N1CCOCC1)N(CC2)C2=CC=CC=C2.[F].[Y]